FC[C@H](N1C(=NC=C1)C)C1=CC=C(C=C1)NC(=O)NCC1=NC=C(C=C1)F |r| (rac)-(R)-1-(4-(2-fluoro-1-(2-methyl-1H-imidazol-1-yl)ethyl)phenyl)-3-((5-fluoropyridin-2-yl)methyl)urea